diphenyliodonium Chloride [Cl-].C1(=CC=CC=C1)[I+]C1=CC=CC=C1